BrC=1C=C(C=2N(C1)N=CC2C#N)C=2C=CC(=NC2)N2CCC(CC2)(C)NC(=O)C2=NC=CC=C2CCl N-(1-(5-(6-bromo-3-cyanopyrazolo[1,5-a]pyridin-4-yl)pyridine-2-yl)-4-methylpiperidin-4-yl)-3-chloromethylpyridineamide